Benzo[a]carbazol C1=CC=CC=2C1=C1NC3=CC=CC=C3C1=CC2